(S)-methyl 2-(2-(3-(5-((dicyclopropylmethyl) carbamoyl)-1H-pyrazol-3-yl) phenyl) oxazole-5-carboxamido)-3-methylbutyrate C1(CC1)C(C1CC1)NC(=O)C1=CC(=NN1)C=1C=C(C=CC1)C=1OC(=CN1)C(=O)N[C@H](C(=O)OC)C(C)C